8-(2,4-dichlorophenyl)-9-(3-((1-(3-fluoropropyl)azetidin-3-yl)oxy)phenyl)-6,7-dihydro-5H-benzo[7]annulene-3-carboxylic acid hydrochloride Cl.ClC1=C(C=CC(=C1)Cl)C=1CCCC2=C(C1C1=CC(=CC=C1)OC1CN(C1)CCCF)C=CC(=C2)C(=O)O